ClC1=NC=CC(=N1)C1=CC=C(C=C1)N1C(N(CC1)C(C1=CC=CC=C1)(C1=CC=CC=C1)C1=CC=CC=C1)=O 1-(4-(2-chloropyrimidin-4-yl)phenyl)-3-tritylimidazolidin-2-one